ClC=1C=C(C=C(C1)Cl)OB(O)O (3,5-Dichlorophenyl)boric acid